S(=O)(=O)=NC(=O)C1=CC=NC2=CC=CC=C12 4-SULFONYLAMINOCARBONYLCHINOLIN